C(C)(C)(C)OC(=O)C=1N=NC(=CC1)CN1CCN(CC1)C1=NC=C(C=C1C(F)(F)F)N1C(NC(CC1)=O)=O 6-((4-(5-(2,4-dioxotetrahydropyrimidine-1(2H)-yl)-3-(trifluoromethyl)pyridin-2-yl)piperazine-1-yl)methyl)pyridazine-3-carboxylic acid tert-butyl ester